CC1=C(C=C(C=C1)NC(=O)C1=CC(=NC=C1)C(F)(F)F)C1=CC(=NC(=C1)C#CCN1CCCC1)N1CCOCC1 N-{4-methyl-3-[2-(morpholin-4-yl)-6-[3-(pyrrolidin-1-yl)prop-1-yn-1-yl]pyridin-4-yl]phenyl}-2-(trifluoromethyl)pyridine-4-carboxamide